2-((1-((4-chloro-3-fluoro-1-methyl-1H-pyrazol-5-yl)methyl)-3-oxoisoindolin-2-yl)methyl)-5-oxa-7-azaspiro[3.4]octan-6-one ClC=1C(=NN(C1CC1N(C(C2=CC=CC=C12)=O)CC1CC2(C1)OC(NC2)=O)C)F